(4-chlorophenyl)-5-methylene-pyrrol-2-one ClC1=CC=C(C=C1)C=1C(NC(C1)=C)=O